C1(=CC=CC2=CC=CC=C12)C1=NC=CC2=CC=CC=C12 (naphthyl)isoquinoline